(3-Chloro-4-fluorophenyl)-1-((4,6-dihydro-1H-furo[3,4-c]pyrazol-3-yl)methyl)-1-(2-methoxypyridin-4-yl)urea ClC=1C=C(C=CC1F)NC(N(C1=CC(=NC=C1)OC)CC=1C2=C(NN1)COC2)=O